ClC=1C(=CC(=NC1)OC)C1=CC(=NN1)C(=O)N1CCC(CC1)C(=O)NC1C=2C=NC(=NC2CCC1)C 1-(5-(5-chloro-2-methoxypyridin-4-yl)-1H-pyrazole-3-carbonyl)-N-(2-methyl-5,6,7,8-tetrahydroquinazolin-5-yl)piperidine-4-carboxamide